1-methyl-2-((methylamino)methyl)-1H-imidazole-4-carboxylic acid hydrochloride Cl.CN1C(=NC(=C1)C(=O)O)CNC